C(CCCCCCC\C=C/CCCCCCCC)OC(COCCOCCOCCOCCOCCOCCOCCO)COCCCCCCCC\C=C/CCCCCCCC 2-[2-[2-[2-[2-[2-[2-[2,3-bis[(Z)-octadec-9-enoxy]propoxy]ethoxy]ethoxy]ethoxy]ethoxy]ethoxy]ethoxy]ethanol